CS(=O)(=O)O.CS(=O)(=O)O.[N+](=O)([O-])C=1C=CC=C(C1)S(=O)(=O)N 5-nitrobenzenesulfonamide bismethanesulfonate